1-(1-benzyl-6-(3,5-dimethylisoxazol-4-yl)-1H-imidazo[4,5-b]pyridin-2-yl)azetidin-3-ol C(C1=CC=CC=C1)N1C(=NC2=NC=C(C=C21)C=2C(=NOC2C)C)N2CC(C2)O